NC=1C=NN(C1)C1=C2C=CC(=NC2=CC=C1)C(=O)NS(=O)(=O)C1=C(C=CC=2C(COC21)(C)C)OC 5-(4-amino-1H-pyrazol-1-yl)-N-((6-methoxy-3,3-dimethyl-2,3-dihydrobenzofuran-7-yl)sulfonyl)quinoline-2-carboxamide